C(C1=CC=CC=C1)OC1=NC(=CC=C1C1=NN(C2=C(C=CC=C12)N1CCN(CC1)CC1C(CN(CC1)C(=O)OC(C)(C)C)(C)C)C)O tert-butyl 4-((4-(3-(2-(benzyloxy)-6-hydroxypyridin-3-yl)-1-methyl-1H-indazol-7-yl) piperazin-1-yl) methyl)-3,3-dimethylpiperidine-1-carboxylate